COC1CCN(CC1)C1=NC=CC(=N1)NC=1N=CC2=C(C=CC(=C2C1)[C@H]1N(CC1)C(C=C)=O)N1[C@@H]([C@H](C1)CS(=O)(=O)C)C 1-((S)-2-(3-((2-(4-methoxypiperidin-1-yl)pyrimidin-4-yl)amino)-8-((2R,3S)-2-methyl-3-((methylsulfonyl)methyl)azetidin-1-yl)isoquinolin-5-yl)azetidin-1-yl)prop-2-en-1-one